C(C=C)(=O)N1CCN(CC1)C1=C(C(N(C2=NC(=C(C=C12)Cl)C1=C(C(=C(C(=C1F)F)F)F)N)C=1C(=NC=CC1C)C(C)C)=O)C#N 4-(4-acryloylpiperazin-1-yl)-7-(2-amino-3,4,5,6-tetrafluorophenyl)-6-chloro-1-(2-isopropyl-4-methyl-pyridin-3-yl)-2-oxo-1,2-dihydro-1,8-naphthyridine-3-carbonitrile